The molecule is a hydrogen butenedioate obtained by deprotonation of one of the carboxy groups of fumaric acid. It has a role as a fundamental metabolite. It is a conjugate base of a fumaric acid. It is a conjugate acid of a fumarate(2-). C(=C/C(=O)[O-])\\C(=O)O